C(N)(=O)[C@H]1N2C(N([C@H](CC1)C2)OS(=O)(=O)OCC(C(=O)OC)(C(=O)OC)C)=O dimethyl 2-((((((2S,5R)-2-carbamoyl-7-oxo-1,6-diazabicyclo[3.2.1]octane-6-yl) oxy) sulfonyl) oxy) methyl)-2-methylmalonate